C(C1=CC=CC=C1)OC(=O)N1C[C@H](CCC1)N1CC(CC1)O[Si](C1=CC=CC=C1)(C1=CC=CC=C1)C(C)(C)C (3S)-3-[3-[tert-butyl-(diphenyl)silyl]oxypyrrolidin-1-yl]piperidine-1-carboxylic acid benzyl ester